ethyl 2-{[5-(methylamino)pentyl]oxy}acetate CNCCCCCOCC(=O)OCC